C(C)OCC=1N(C2=C(C(=NC=3CNCCC23)N)N1)CC1(COC(OC1)(C)C)C 2-(ethoxymethyl)-1-((2,2,5-trimethyl-1,3-dioxan-5-yl)methyl)-6,7,8,9-tetrahydro-1H-imidazo[4,5-c][1,7]naphthyridin-4-amine